ClC=1C=C(C=CC1)C(C(CC(=O)N[C@H](C(=O)N[C@H](CO)C[C@H]1C(NCC1)=O)CCCC)(C1=CC=CC=C1)O)(C)C (2S)-2-(4-(3-chlorophenyl)-3-hydroxy-4-methyl-3-phenylpentanamido)-N-((S)-1-hydroxy-3-((S)-2-oxopyrrolidin-3-yl)propan-2-yl)hexanamide